O=S1(CCN(CC1)C1=CC=CC(=N1)C1=NC2=CC(=NC=C2C=C1)CNC(C1=CC(=C(C=C1)C)S(=O)(=O)C)=O)=O N-((2-(6-(1,1-dioxidothiomorpholino)pyridin-2-yl)-1,6-naphthyridin-7-yl)methyl)-4-methyl-3-(methylsulfonyl)benzamide